C(C)(C)(C)OC(=O)N1N=CC(=C1)C1=CC(=C(OC=2N=NC(=CC2C(=O)[O-])C(F)(F)F)C=C1)C 3-[4-(1-tert-butoxycarbonylpyrazol-4-yl)-2-methyl-phenoxy]-6-(trifluoromethyl)pyridazine-4-carboxylate